O=C1N(CCC(N1)=O)C1=CC=C(CN(C2CCN(CC2)C2=CC=C3CN(C(C3=C2)=O)C(C(=O)NC=2SC=CN2)C2=C(C=CC(=C2)F)O)C)C=C1 2-(6-(4-((4-(2,4-dioxotetrahydropyrimidin-1(2H)-yl)benzyl)(methyl)amino)piperidin-1-yl)-1-oxoisoindolin-2-yl)-2-(5-fluoro-2-hydroxyphenyl)-N-(thiazol-2-yl)acetamide